C(C)C1=NN2C(C=CC=C2)=C1 2-ethylpyrazolo[1,5-a]pyridine